2-[(2,6-difluoro-4-pyridyl)amino]-5-methyl-N-[(3S)-spiro[3.4]-octan-3-yl]-thiazole-4-carboxamide FC1=NC(=CC(=C1)NC=1SC(=C(N1)C(=O)N[C@H]1CCC12CCCC2)C)F